The molecule is a trisaccharide consisting of two D-rhamnose units, each linked to a third alpha-D-rhamnose by an alpha-(1->2)- and an (1->3)- linkage, respectively. C[C@@H]1[C@H]([C@@H]([C@@H]([C@H](O1)O)O[C@@H]2[C@H]([C@H]([C@@H]([C@H](O2)C)O)O)O)O[C@@H]3[C@H]([C@H]([C@@H]([C@H](O3)C)O)O)O)O